4-[3-[2,6-dichloro-4-[[(2S)-1,4-dioxan-2-yl]methoxy]benzoyl]-2,4-dihydro-1,3-benzoxazine-8-yl]-5-fluoro-2-(3-oxa-8-azabicyclo[3.2.1]octan-8-yl)benzoic acid ClC1=C(C(=O)N2COC3=C(C2)C=CC=C3C3=CC(=C(C(=O)O)C=C3F)N3C2COCC3CC2)C(=CC(=C1)OC[C@H]1OCCOC1)Cl